CC(C)(C)NC(=O)[C@@H]1[C@]2(C)[C@@H](CC1)[C@@H]1CC[C@H]3NC(C=C[C@]3(C)[C@H]1CC2)=O (5α,17β)-N-(1,1-Dimethylethyl)-3-oxo-4-azaandrost-1-ene-17-carboxamide